tert-butyl N-[1-(5-{[2-chloro-6-(trifluoromethyl)phenyl] methoxy}pyrimidin-2-yl)-3-(hydroxymethyl) pyrrolidin-3-yl]carbamate ClC1=C(C(=CC=C1)C(F)(F)F)COC=1C=NC(=NC1)N1CC(CC1)(CO)NC(OC(C)(C)C)=O